5-{2-acetamidoimidazo[1,2-b]pyridazin-6-yl}-N-[(1R)-1-[2-fluoro-5-(trifluoromethyl)phenyl]ethyl]-2,6-dimethylpyridine-3-carboxamide C(C)(=O)NC=1N=C2N(N=C(C=C2)C=2C=C(C(=NC2C)C)C(=O)N[C@H](C)C2=C(C=CC(=C2)C(F)(F)F)F)C1